7-((5-fluoro-2-methoxybenzamido)methyl)-1-((2-(trimethylsilyl)ethoxy)methyl)-1H-indazole-4-carboxylic acid FC=1C=CC(=C(C(=O)NCC2=CC=C(C=3C=NN(C23)COCC[Si](C)(C)C)C(=O)O)C1)OC